N-(5,6-dihydropyrazolo[1,5-d]pyrido[3,2-f][1,4]oxazepin-10-yl)-5-fluoro-2-(2-methoxyethoxy)benzenesulfonamide C=1C=NN2CCOC3=C(C21)C=C(C=N3)NS(=O)(=O)C3=C(C=CC(=C3)F)OCCOC